O1CC(C1)N1N=CC(=C1)C=1C=C(CN2CCC3(CC2)COC2=C4CN(C(C4=CC=C23)=O)[C@@H]2C(NC(CC2)=O)=O)C=CC1 (S)-3-(1'-(3-(1-(oxetan-3-yl)-1H-pyrazol-4-yl)benzyl)-6-oxo-6,8-dihydro-2H,7H-spiro[furo[2,3-e]isoindol-3,4'-piperidin]-7-yl)piperidine-2,6-dione